ClCC1=CC=C(CNC2=C3C(N(C(C3=CC=C2)=O)C2C(NC(CC2)=O)=O)=O)C=C1 4-((4-(Chloromethyl)benzyl)amino)-2-(2,6-dioxopiperidin-3-yl)isoindoline-1,3-dione